methyl-diisopropyl-silyl chloride C[Si](C(C)C)(C(C)C)Cl